FC1=CC=C(C=C1)[C@@H](C(=O)NC1=NC=CC(=C1)C1=C(C2=NC=CC=C2N1)C1=CC=CC=C1)C (2S)-2-(4-fluorophenyl)-N-[4-(3-phenyl-1H-pyrrolo[3,2-b]pyridin-2-yl)pyridin-2-yl]propanamide